C(CCCCCCCCC)(=O)OCC(OC(CCCCCCCCC)=O)CO glycerol dicaprinate